2-(((1H-benzo[d]imidazole-1-yl)methyl)thio)benzo[d]thiazole N1(C=NC2=C1C=CC=C2)CSC=2SC1=C(N2)C=CC=C1